C(C)(C)(C)C=1C=CC(=CC1O)C 6-T-butyl-m-cresol